trans-1,4-dioxane-2,5-diol O1[C@H](CO[C@@H](C1)O)O